5-[(7-trifluoromethanesulfonyl-1H-indazol-4-yl)oxy]pyridine-3-carbonitrile FC(S(=O)(=O)C=1C=CC(=C2C=NNC12)OC=1C=C(C=NC1)C#N)(F)F